CN1N=C(C(=C1)C1=NC=CC(=N1)NC=1N=CC2=C(C=C(C(=C2C1)C(C)C)F)N1[C@@H]([C@H](C1)CS(=O)(=O)C)C)C N-(2-(1,3-Dimethyl-1H-pyrazol-4-yl)pyrimidin-4-yl)-6-fluoro-5-isopropyl-8-((2R,3S)-2-methyl-3-((methanesulfonyl)methyl)azetidin-1-yl)isoquinolin-3-amine